2-Ethylsulfanyl-N-[(3-fluorophenyl)-methyl]-4-methyl-6-(3-oxo-morpholin-4-yl)-pyridine-3-carboxylic acid amide C(C)SC1=NC(=CC(=C1C(=O)NCC1=CC(=CC=C1)F)C)N1C(COCC1)=O